ClC1=C(C=C(C(=C1)[N+](=O)[O-])F)OCC1=CC(=CC=C1)F 1-chloro-2-((3-fluorobenzyl)oxy)-4-fluoro-5-nitrobenzene